COC=1C=C(C=CC1OC)S(=O)(=O)Cl 3,4-Dimethoxybenzene-1-sulfonyl chloride